BrC=1N=C(C=2N(C1C)C(=CN2)F)Br 6,8-dibromo-3-fluoro-5-methyl-imidazo[1,2-a]pyrazine